2-amino-2-methylpropanamide hydrochloride Cl.NC(C(=O)N)(C)C